OC1=C(C=C(C=C1)C1(CCCCCCCCCCC1)C1=CC(=C(C=C1)O)C)C bis(4-hydroxy-3-methylphenyl)cyclododecane